FC(OC1=C(C=C(C=N1)C(=O)NCC=1C=NC=C(C1OC)F)F)F 6-(difluoromethoxy)-5-fluoro-N-[(5-fluoro-4-methoxypyridin-3-yl)methyl]pyridine-3-carboxamide